manganese-iron salt [Fe].[Mn]